2,4,7-trichloro-6-fluoroquinazoline ClC1=NC2=CC(=C(C=C2C(=N1)Cl)F)Cl